ClC1=NC2=CC(=CC=C2C(=C1)C1=C(C=CC=C1)C)O[C@@H](C(=O)O)C (2R)-2-[[2-chloro-4-(o-tolyl)-7-quinolyl]oxy]propanoic acid